FC=1C(=C2C=NN(C2=CC1O)C1=CC=C(C=C1)C1=CC(=CC=C1)O)C 5-Fluoro-1-(3'-hydroxy-[1,1'-biphenyl]-4-yl)-4-methyl-1H-indazol-6-ol